3-((2-(4-methoxyphenyl)-2,3-dihydrobenzo[b][1,4]dioxin-6-yl)methyl)-6-(4-methylpiperazin-1-yl)-3H-imidazo[4,5-b]pyridine COC1=CC=C(C=C1)C1COC2=C(O1)C=CC(=C2)CN2C=NC=1C2=NC=C(C1)N1CCN(CC1)C